ClC=1C=C(C=NC1N1N=CC=N1)NC(=O)C=1C=NN(C1C(F)(F)F)C1=CC=CC=2N1C=NC2 N-(5-chloro-6-(2H-1,2,3-triazol-2-yl)pyridin-3-yl)-1-(imidazo[1,5-a]pyridin-5-yl)-5-(trifluoromethyl)-1H-pyrazole-4-carboxamide